CS(=O)(=O)OCC1CCC(CC1)N=S(=O)(CC)CC (4-((diethyl(oxo)-λ6-sulfanylidene)amino)cyclohexyl)methyl methanesulfonate